OCC=1CNC2=CC=CC=C2C1 3-(hydroxymethyl)-1H-quinolin